N-ethyl-2-(6-oxo-3-(5-(5-(trifluoromethyl)pyridin-3-yl)-1,2,4-thiadiazol-3-yl)pyridazin-1(6H)-yl)acetamide C(C)NC(CN1N=C(C=CC1=O)C1=NSC(=N1)C=1C=NC=C(C1)C(F)(F)F)=O